C(C)OC(=O)[C@@H]1CNC[C@H]1C(F)F Trans-4-(difluoromethyl)pyrrolidine-3-carboxylic acid ethyl ester